8-chloro-3-(5-(difluoromethyl)-1,3,4-thiadiazol-2-yl)-N-(1-(methyl-d3)cyclopropyl)imidazo[1,5-a]pyridine-6-sulfonamide ClC=1C=2N(C=C(C1)S(=O)(=O)NC1(CC1)C([2H])([2H])[2H])C(=NC2)C=2SC(=NN2)C(F)F